C(C)C1=CC=2C(C3=CC=CC=C3OC2C(=C1)CC)=O 2,4-diethylxanthone